trans-2-methyl-5-[4-[5-methyl-4-(4-methylphenyl)-1,2,4-triazol-3-yl]cyclohexyl]oxy-pyrazine CC1=NC=C(N=C1)O[C@@H]1CC[C@H](CC1)C1=NN=C(N1C1=CC=C(C=C1)C)C